4-(4-(2,3-Dichlorophenyl)piperazin-1-yl)-N-(2-(4-(pyridin-2-yl)tetrahydro-2H-pyran-4-yl)ethyl)butan-1-amine ClC1=C(C=CC=C1Cl)N1CCN(CC1)CCCCNCCC1(CCOCC1)C1=NC=CC=C1